NCCCCCO[Si](OCC)(OCC)CCCN aminopropyl-(3-Aminopropyl)triethoxysilane